4-hydroxy-2-methyl-5-(5-methylfuran-2-yl)pyridine-3-carboxamide OC1=C(C(=NC=C1C=1OC(=CC1)C)C)C(=O)N